choline Phosphorylcholine P(=O)#C[N+](CCO)(C)C.OCC[N+](C)(C)C